ClC1=C(COC=2C=C3CCC(C3=C(C2)C)O)C(=CC=C1)Cl 5-((2,6-dichlorobenzyl)oxy)-7-methyl-2,3-dihydro-1H-inden-1-ol